[5-({1-[(2E)-2-(aminomethyl)-3-fluoroprop-2-en-1-yl]-5-oxo-1,5-dihydro-4H-1,2,4-triazol-4-yl}methyl)thiophen-2-yl]-1-methyl-1H-pyrido[2,3-b][1,4]oxazin-2(3H)-one NC/C(/CN1N=CN(C1=O)CC1=CC=C(S1)C1C(N(C2=C(O1)N=CC=C2)C)=O)=C\F